6-(4-cyclopropyl-6-methoxy-pyrimidin-5-yl)-1-[[4-[1-isopropyl-4-(trifluoromethyl)imidazol-2-yl]phenyl]methyl]-3H-isothiazolo[3,4-d]pyrimidine 2,2-dioxide C1(CC1)C1=NC=NC(=C1C1=NC=C2C(=N1)N(S(C2)(=O)=O)CC2=CC=C(C=C2)C=2N(C=C(N2)C(F)(F)F)C(C)C)OC